[O-]S(=O)(=O)C(F)(F)F.[Al+3].[O-]S(=O)(=O)C(F)(F)F.[O-]S(=O)(=O)C(F)(F)F Aluminum(III) Triflate